1,3-naphthalenedicarboxylic acid diglycidyl ester C(C1CO1)OC(=O)C1=CC(=CC2=CC=CC=C12)C(=O)OCC1CO1